2-chloro-4-((1-methyl-3-(2-morpholinoethyl)-2-oxo-2,3-dihydro-1H-benzo[d]imidazol-5-yl)amino)nicotinonitrile ClC1=C(C#N)C(=CC=N1)NC1=CC2=C(N(C(N2CCN2CCOCC2)=O)C)C=C1